(R)-2-(4-(4,4,5,5-tetramethyl-1,3,2-dioxaborolan-2-yl)-1H-pyrazol-1-yl)propan-1-ol CC1(OB(OC1(C)C)C=1C=NN(C1)[C@@H](CO)C)C